FC1=CC=C(C(=O)N[C@H](C(=O)NC2=CC=C(C=C2)S(NC(C)(CCO)C)(=O)=O)CC(C)C)C=C1 (S)-4-fluoro-N-(1-((4-(N-(4-hydroxy-2-methylbutan-2-yl)sulfamoyl)phenyl)amino)-4-methyl-1-oxopentan-2-yl)benzamide